tert-butyl 4-(5-aminopyrimidin-2-yl)piperazine-1-carboxylate NC=1C=NC(=NC1)N1CCN(CC1)C(=O)OC(C)(C)C